1,1-bis(methoxymethyl)cyclohexane COCC1(CCCCC1)COC